benzyl 3-(1-((2-(trimethylsilyl)ethoxy)methyl)-1H-1,2,4-triazol-5-yl)piperidine-1-carboxylate C[Si](CCOCN1N=CN=C1C1CN(CCC1)C(=O)OCC1=CC=CC=C1)(C)C